C(CCCCCCCCCCC)OC(CN)CCCCCCCCCCCCCCCC 2-dodecyloxy-octadecylamine